FC=1C=C(CO)C=C(C1F)F 3,4,5-trifluorobenzyl alcohol